COC(=O)C1=NC=C(C=C1NC1CCC1)C1CC1 3-(Cyclobutylamino)-5-cyclopropylpyridine-2-carboxylic acid methyl ester